C1(CC1)OC1=NC=NN2C1=C(C=C2)C=2C=C1C(=NC2)N=C(N1C1CC1)C 6-(4-cyclopropoxypyrrolo[2,1-f][1,2,4]triazin-5-yl)-1-cyclopropyl-2-methyl-1H-imidazo[4,5-b]pyridine